BrC=1C=C2C(C(NC2=C(C1)F)=O)(F)F 5-bromo-3,3,7-trifluoroindolin-2-one